C(C)(C)(C)OC(=O)N/C(/N1[C@@H](CCC1)C1=NC(=NO1)C1=CC(=C(C=C1)OC\C=C(\CCC=C(C)C)/C)C(F)(F)F)=N\C(OC(C)(C)C)=O tert-butyl ((E)-((tert-butoxycarbonyl)amino)((S)-2-(3-(4-(((E)-3,7-dimethylocta-2,6-dien-1-yl)oxy)-3-(trifluoromethyl)phenyl)-1,2,4-oxadiazol-5-yl)pyrrolidin-1-yl)methylene)carbamate